ClC=1C(=C(C=C(C1)N1C(=CC=C1C)C)C12CNCC2C1)C 1-(3-chloro-5-(2,5-dimethyl-1H-pyrrol-1-yl)-2-methylphenyl)-3-azabicyclo[3.1.0]hexane